FC1(CCC(=CC1)C1=C(C(=CC=C1)C)C1C(C1)C(=O)OCC)F ethyl 2-(4',4'-difluoro-3-methyl-2',3',4',5'-tetrahydro-[1,1'-biphenyl]-2-yl)cyclopropane-1-carboxylate